4-(2-(1-(3,4-difluorophenyl)-6-oxopiperidin-2-yl)-7-(3,5-dimethylisoxazol-4-yl)imidazo[1,2-a]pyridin-3-yl)benzoic acid FC=1C=C(C=CC1F)N1C(CCCC1=O)C=1N=C2N(C=CC(=C2)C=2C(=NOC2C)C)C1C1=CC=C(C(=O)O)C=C1